C1=CC(=C(C(=C1)[O-])N)C(=O)O The molecule is a hydroxybenzoate that is the conjugate base of 3-hydroxyanthranilic acid. It has a role as a human metabolite, a mouse metabolite and a Saccharomyces cerevisiae metabolite. It is a hydroxybenzoate, an aminobenzoate and an aromatic amino-acid anion. It derives from an anthranilate. It is a conjugate base of a 3-hydroxyanthranilic acid. It is a tautomer of a 2,3-dihydro-3-oxoanthranilate.